(2R,3S)-3-((4-((5-fluoroquinolin-6-yl)amino)-7-(1-methyl-1H-pyrazol-4-yl)quinazolin-5-yl)oxy)butan-2-ol FC1=C2C=CC=NC2=CC=C1NC1=NC=NC2=CC(=CC(=C12)O[C@H]([C@@H](C)O)C)C=1C=NN(C1)C